1,1-dimethylethyl N-[2-[2-(methylamino)ethoxy]ethyl]carbamate CNCCOCCNC(OC(C)(C)C)=O